NC1=C(C=C(C=N1)C#CC=1C(=CC(=C(C(=O)NC2=CC(=CC(=C2)C(F)(F)F)N2C=NC(=C2)C)C1)F)C)OC(F)(F)F 5-((6-amino-5-(trifluoromethoxy)pyridin-3-yl)ethynyl)-2-fluoro-4-methyl-N-(3-(4-methyl-1H-imidazol-1-yl)-5-(trifluoromethyl)phenyl)benzamide